C(C)(=O)OCC\C=C/CCCCCCCCCCCCCC z-3-octadecenyl acetate